8-methoxy-N-((6-methylpyridazin-3-yl)methyl)-6-(5-methylthiazol-2-yl)quinazolin-4-amine COC=1C=C(C=C2C(=NC=NC12)NCC=1N=NC(=CC1)C)C=1SC(=CN1)C